BrC=1C(=NN(C1)CC)C1=C(C=CC=C1)F 4-bromo-1-ethyl-3-(2-fluorophenyl)-1H-pyrazole